CC1=C(OC2=C(C=C(C=C2C1=O)C)C(C)NC=1C(=NC(=CC1)F)C=1C=CC(=C(C=O)C1)O)N1CCOCC1 5-(3-((1-(3,6-dimethyl-2-morpholino-4-oxo-4H-chromen-8-yl)ethyl)amino)-6-fluoropyridin-2-yl)-2-hydroxybenzaldehyde